C(O)C(C(=O)OCC(CO)(CO)CO)(C)CO pentaerythritol dimethylolpropionate